(1R)-(2,2-dimethyl-1,3-dioxolane-4-yl)((4R,5S)-5-(hydroxymethyl)-2,2-dimethyl-1,3-dioxolane-4-yl)methanol CC1(OCC(O1)[C@@H](O)[C@H]1OC(O[C@H]1CO)(C)C)C